2-[[6-[5-Chloro-3-[1-(1,4-dioxaspiro[4.5]decan-8-ylmethyl)pyrazol-4-yl]quinoxalin-6-yl]oxy-2-methyl-benzimidazol-1-yl]methoxy]ethyl-trimethyl-silane ClC1=C2N=C(C=NC2=CC=C1OC=1C=CC2=C(N(C(=N2)C)COCC[Si](C)(C)C)C1)C=1C=NN(C1)CC1CCC2(OCCO2)CC1